(R)-4-((1,5-dimethyl-1H-pyrazol-4-yl)methyl)-1-methyl-N-(1-methylcyclopropyl)-5-oxo-1,2,4,5-tetrahydroimidazo-[1,2-a]quinazoline-7-sulfonamide CN1N=CC(=C1C)CN1C=2N(C3=CC=C(C=C3C1=O)S(=O)(=O)NC1(CC1)C)[C@@H](CN2)C